ClCC1=CC=C(C=C1)N1C(=NC=2C1=NC(=CC2)C2=NN(N=C2)C2CC2)C=2C(=NC=CC2)N 3-(3-(4-(Chloromethyl)phenyl)-5-(2-cyclopropyl-2H-1,2,3-triazol-4-yl)-3H-imidazo[4,5-b]pyridin-2-yl)pyridin-2-amine